N1C=C(C2=CC=CC=C12)CCNC(C1=C(C(=CC=C1)C)NC1=CC(=C(C(=C1)OC)OC)OC)=O N-(2-(1H-indol-3-yl)ethyl)-3-methyl-2-((3,4,5-trimethoxyphenyl)amino)benzamide